2-[6-(5-Amino-4-cyano-1-isopropylpyrazol-3-yl)pyridin-3-yl]-N-[3-(2,2-dimethylpropyl)-1,2-oxazol-5-yl]propanamide NC1=C(C(=NN1C(C)C)C1=CC=C(C=N1)C(C(=O)NC1=CC(=NO1)CC(C)(C)C)C)C#N